5-(8-fluoro-3-methylimidazo[1,2-a]pyridin-6-yl)-N-((1-fluorocyclobutyl)methyl)-7H-pyrrolo[2,3-d]pyrimidin-2-amine FC=1C=2N(C=C(C1)C1=CNC=3N=C(N=CC31)NCC3(CCC3)F)C(=CN2)C